CC1=C(C=NC(=C1)S(=O)(=O)C)C1=CC(=NC2=C(N=CC=C12)C1=CC=NN1)N1[C@@H](COCC1)C 4-[4-methyl-6-(methylsulfonyl)pyridin-3-yl]-2-[(3R)-3-methylmorpholin-4-yl]-8-(1H-pyrazol-5-yl)-1,7-naphthyridine